C(C=C)(=O)N1CC(CC1)C=1N=C(N2C(=NC=CC21)N)C=2C=CC(=NC2)C(=O)NC2=NC=CC(=C2)C#N 5-(1-(1-acryloylpyrrolidin-3-yl)-5-aminoimidazo[1,5-c]pyrimidin-3-yl)-N-(4-cyanopyridin-2-yl)pyridinecarboxamide